CN1C=NC2=C1C(=C(C=C2)C)CNC(C2=CN=C(C=C2)OC(F)(F)F)=O N-((1,6-dimethyl-1H-benzimidazol-7-yl)methyl)-6-(trifluoromethoxy)-nicotinamide